3-[(2,4-dichlorobenzoyl)(isopropyl)amino]-5-phenylthiophene-2-carboxylic acid ClC1=C(C(=O)N(C2=C(SC(=C2)C2=CC=CC=C2)C(=O)O)C(C)C)C=CC(=C1)Cl